1-borono-2-chloro-3-fluorobenzene B(O)(O)C1=C(C(=CC=C1)F)Cl